N1=CC=C(C=C1)C(O)C=1N=CN(C1)COCC[Si](C)(C)C pyridin-4-yl-(1-((2-(trimethylsilyl)ethoxy)methyl)-1H-imidazol-4-yl)methanol